(2-hydroxy-prop-2-yl)-1-phenyl-1H-pyrazole-3-sulfonamide OC(C)(C)C=1C(=NN(C1)C1=CC=CC=C1)S(=O)(=O)N